N-([1,1'-biphenyl]-4-yl)-7-(3,3,3-trifluoro-2,2-dihydroxypropanamido)heptanamide C1(=CC=C(C=C1)NC(CCCCCCNC(C(C(F)(F)F)(O)O)=O)=O)C1=CC=CC=C1